NC1=C2C(=C3C(=N1)C=C(N3)C(=O)N)COC2 5-AMINO-6,8-DIHYDRO-1H-FURO[3,4-d]PYRROLO[3,2-b]PYRIDINE-2-CARBOXAMIDE